4-[3-[2,6-Dichloro-4-(3,3-dimethoxyazetidin-1-yl)benzoyl]-2,4-dihydro-1,3-benzoxazin-8-yl]-2-(3-oxa-8-aza-bicyclo[3.2.1]oct-8-yl)benzoic acid ClC1=C(C(=O)N2COC3=C(C2)C=CC=C3C3=CC(=C(C(=O)O)C=C3)N3C2COCC3CC2)C(=CC(=C1)N1CC(C1)(OC)OC)Cl